N-[5-[[4-[5-aminopentyl-(hydroxy)amino]-4-oxobutanoyl]amino]pentyl]-N-hydroxysuccinamide NCCCCCN(C(CCC(=O)NCCCCCN(C(CCC(=O)N)=O)O)=O)O